C(C)(C)(C)OC(=O)N(C(OC(C)(C)C)=O)C\C=C/C[C@@H](C)O tert-butyl (R,Z)-(tert-butoxycarbonyl)(5-hydroxyhex-2-en-1-yl)carbamate